BrC=1C(=NNC1C(F)(F)F)CN(C(=O)NC1=CC(=C(C=C1)F)C(F)F)C=1C=NC(=NC1)OC 1-((4-Bromo-5-(trifluoromethyl)-1H-pyrazol-3-yl)methyl)-3-(3-(difluoromethyl)-4-fluorophenyl)-1-(2-methoxypyrimidin-5-yl)urea